OC=1C=C2C(N(C=NC2=CC1)C1COC2(C1)CCN(CC2)C(=O)OC(C)(C)C)=O tert-butyl 3-(6-hydroxy-4-oxoquinazolin-3(4H)-yl)-1-oxa-8-azaspiro[4.5]decane-8-carboxylate